4-{[3-methoxy-4-(5-methyl-1,2,4-oxadiazol-3-yl)pyridin-2-yl]amino}-N-(2H3)methyl-6-propanamidopyridazine-3-carboxamide COC=1C(=NC=CC1C1=NOC(=N1)C)NC1=C(N=NC(=C1)NC(CC)=O)C(=O)NC([2H])([2H])[2H]